CC1=C(C(=O)N[C@H](C)C2=CC=CC3=CC=CC=C23)C=C(C=C1)NC(CN1CCN(CCC1)C)=O (R)-2-methyl-5-(2-(4-methyl-1,4-diazepan-1-yl)acetamido)-N-(1-(naphthalen-1-yl)ethyl)benzamide